2-(3,8-diazabicyclo[3.2.1]octan-8-yl)-N-cycloheptyl-6,7-dihydrothiazolo[5,4-c]pyridine-5(4H)-carboxamide C12CNCC(CC1)N2C=2SC=1CN(CCC1N2)C(=O)NC2CCCCCC2